C\C=C\C (2E)-but-2-ene